C(C=C)(=O)OCCC(C(=O)O)CC(=O)O acryloyloxyethyl-Succinic acid